COC1=C(C=CC=C1OC)C=1C=CC=2N(N1)C(=CN2)C 6-(2,3-Dimethoxyphenyl)-3-methylimidazo[1,2-b]pyridazine